2-nitro-2-ethyl-1,3-propandiol [N+](=O)([O-])C(CO)(CO)CC